neodymium hexaboride B12B3[B-]14B5[B-]23B45.[Nd]